C(C)(C)[C@H]1[C@@H](C[C@@H](CC1)C)OC(CC(C)=O)=O (1R,2S,5R)-2-isopropyl-5-methylcyclohexyl-3-oxobutyrate